N1CC(C1)OC=1C=CC(=C2C=C(N=CC12)NC1=CC=C2C(=N1)[C@H](C(OC2=O)(C)C)C)[C@H](CC)N[S@@](=O)C(C)(C)C (S)-N-((S)-1-(8-(azetidin-3-yloxy)-3-(((R)-7,7,8-trimethyl-5-oxo-7,8-dihydro-5H-pyrano[4,3-b]pyridin-2-yl)amino)isoquinolin-5-yl)propyl)-2-methylpropane-2-sulfinamide